The molecule is an organophosphate oxoanion obtained by deprotonation of the phosphate OH groups of D-ribofuranose-5-phosphate; major species at pH 7.3. It is a conjugate base of a D-ribofuranose 5-phosphate. C([C@@H]1[C@H]([C@H](C(O1)O)O)O)OP(=O)([O-])[O-]